5-(2-amino-[1,2,4]triazolo[1,5-a]pyridin-7-yl)-N-(2-fluoro-5-(trifluoromethoxy)benzyl)-2-methoxy-N-(methyl-d3)nicotinamide NC1=NN2C(C=C(C=C2)C=2C=NC(=C(C(=O)N(C([2H])([2H])[2H])CC3=C(C=CC(=C3)OC(F)(F)F)F)C2)OC)=N1